(3R,5R,8R,9S,10S,13S,14S,17R)-17-((2S,3S)-4-fluoro-3-hydroxybutan-2-yl)-10,13-dimethyl-3-(trifluoromethyl)hexadecahydro-1H-cyclopenta[a]phenanthren-3-ol FC[C@H]([C@@H](C)[C@H]1CC[C@H]2[C@@H]3CC[C@@H]4C[C@@](CC[C@@]4([C@H]3CC[C@]12C)C)(O)C(F)(F)F)O